N,N'-bis-(1,4-dimethylamyl)-p-phenylenediamine CC(CCC(C)C)NC1=CC=C(C=C1)NC(CCC(C)C)C